4-[(phenylcarbamoyl)amino]phenyl-4-methylbenzenesulfonate C1(=CC=CC=C1)NC(=O)NC1=CC=C(C=C1)OS(=O)(=O)C1=CC=C(C=C1)C